C(C)(C)(C)OC(=O)N1C[C@H]([C@H](CC1)CC=O)F.C(=O)C1CCC(CC1)N1N=C2C=NC(=CC2=C1)C=1C(=NC(=CC1)C(F)(F)F)C(=O)N |r| [2-(4-formylcyclohexyl)pyrazolo[3,4-c]Pyridin-5-yl]-6-(trifluoromethyl)pyridine-2-carboxamide tert-butyl-(3SR,4RS)-3-fluoro-4-(2-oxoethyl)piperidine-1-carboxylate